({6-[(methoxymethyl)oxy]-8-(4,4,5,5-tetramethyl-1,3,2-dioxaborol-2-yl)naphthalene-1-yl}ethynyl)[tri(prop-2-yl)]silane COCOC=1C=C2C=CC=C(C2=C(C1)B1OC(C(O1)(C)C)(C)C)C#C[Si](C(C)C)(C(C)C)C(C)C